C(C)(C)(C)OC(=O)N1C=C(C2=CC(=CC=C12)O[C@@H]1C[C@H](C1)C=1C=NC(=CC1)C(F)(F)F)NC(=O)OC(C)(C)C 3-((tert-Butoxycarbonyl)amino)-5-(trans-3-(6-(trifluoromethyl)pyridin-3-yl)cyclobutoxy)-1H-indole-1-carboxylic acid tert-butyl ester